(S)-2-fluoro-3-((1-(4-methoxy-2-methylpyrimidin-5-yl)-5-methyl-4-nitro-1H-pyrazol-3-yl)oxy)propan-1-ol F[C@@H](CO)COC1=NN(C(=C1[N+](=O)[O-])C)C=1C(=NC(=NC1)C)OC